4-(1-(5-phenyl-1-(3-(trifluoromethyl)benzyl)-1H-indole-7-carboxamido)cyclopropyl)benzoic acid C1(=CC=CC=C1)C=1C=C2C=CN(C2=C(C1)C(=O)NC1(CC1)C1=CC=C(C(=O)O)C=C1)CC1=CC(=CC=C1)C(F)(F)F